NCCSCC(=O)O S-β-aminoethyl-mercaptoacetic acid